C(C1=CC=CC=C1)C=1C=2N(C=C(N1)C=1C=C(C=CC1)O)C(=C(N2)CC=2OC=CC2)OCC2=CN=C(N2C)[N+](=O)[O-] 3-(8-benzyl-2-(furan-2-ylmethyl)-3-((1-methyl-2-nitro-1H-imidazol-5-yl)methoxy)imidazo[1,2-a]pyrazin-6-yl)phenol